[5-(difluoromethyl)-1,3,4-oxadiazol-2-yl]-6-fluoro-1-methyl-N-(1-methylcyclopropyl)-2-oxo-benzimidazol-5-sulfonamide FC(C1=NN=C(O1)C1=C(C(=CC=2N(C(NC21)=O)C)F)S(=O)(=O)NC2(CC2)C)F